C1(CC1)[C@H](COC)N1CC2=CC=CC(=C2C1=O)NC(=O)C1=C2C(=NC=C1)CCC2 |o1:3| (R or S)-N-(2-(1-cyclopropyl-2-methoxyethyl)-3-oxoisoindolin-4-yl)-6,7-dihydro-5H-cyclopenta[b]pyridine-4-carboxamide